(S)-N-(1-((3-fluoro-4-(1-methyl-6-oxo-1,6-dihydropyridin-2-yl)phenyl)amino)-1-oxo-3,3-diphenylpropan-2-yl)-1-methyl-1H-pyrazole-5-carboxamide FC=1C=C(C=CC1C=1N(C(C=CC1)=O)C)NC([C@H](C(C1=CC=CC=C1)C1=CC=CC=C1)NC(=O)C1=CC=NN1C)=O